N1N=CC=C1CC1=NC=2C(=C3C(=NC2)NC=C3)N1C1CCC(CC1)CC#N 2-((1r,4r)-4-(2-((1H-pyrazol-5-yl)methyl)imidazo[4,5-d]Pyrrolo[2,3-b]Pyridin-1(6H)-yl)cyclohexyl)acetonitrile